perfluorophosphine lithium salt [Li].FP(F)F